Cl.N[C@H]1CC(C[C@H]1OC([2H])([2H])[2H])C(=O)N[C@@H](C12CCC(CC1)(C2)F)C2=C(C(=CC=C2F)Cl)F (3S,4R)-3-amino-N-((S)-(3-chloro-2,6-difluorophenyl)(4-fluorobicyclo[2.2.1]heptan-1-yl)methyl)-4-(methoxy-d3)cyclopentane-1-carboxamide hydrochloride